BrC=1C=CC(=NC1)OCC1=C(C=CC=C1)/C(/C(=O)OC)=C\OC methyl (E)-2-[2-(5-bromo-pyridin-2-yloxymethyl) phenyl]-3-methoxyacrylate